ClC1=C(C(=NN1C)COC)C=O 5-CHLORO-3-(METHOXYMETHYL)-1-METHYL-1H-PYRAZOLE-4-CARBALDEHYDE